The molecule is a mixed metal oxide with formula Fe2O4Zn. It is a mixed metal oxide, a zinc coordination entity and an iron coordination entity. It contains an iron(3+). O[Fe]=O.O[Fe]=O.[Zn]